C(C)(C)(CC)C1=C(C(=CC(=C1)C(C)(C)CC)C(C)(C)CC)O 2,4,6-tri-tert-amylphenol